(E)-4-amino-1-(3,3-difluoroazetidin-1-yl)-4-methylpent-2-en-1-one NC(/C=C/C(=O)N1CC(C1)(F)F)(C)C